C(C)(C)(C)OC(=O)N1C(C[C@@H](C1)CC(C1=CC=CC=C1)N)(C)C.C(C1=CC=CC=C1)OC1=C(C(=O)N)C(=CC(=N1)Cl)SC 2-(benzyloxy)-6-chloro-4-(methylthio)nicotinamide tert-butyl-(4S)-4-(2-amino-2-phenyl-ethyl)-2,2-dimethyl-pyrrolidine-1-carboxylate